N-(4-fluoro-3-methylphenyl)-5-(2-(((1R,2S)-2-hydroxy-2,3-dihydro-1H-inden-1-yl)amino)-2-oxoacetyl)-1,2,4-trimethyl-1H-pyrrole-3-carboxamide FC1=C(C=C(C=C1)NC(=O)C1=C(N(C(=C1C)C(C(=O)N[C@H]1[C@H](CC2=CC=CC=C12)O)=O)C)C)C